trans-sinapyl alcohol C(\C=C\C1=CC(OC)=C(O)C(OC)=C1)O